C1(CC1)[C@H](C)N1CC2=C(C=C(C=C2C1)C(=O)C1=NC2=C(C(=NN2C=C1)N)C(=O)N)OC(F)(F)F 5-{2-[(S)-1-cyclopropylethyl]-7-trifluoromethoxy-5-isoindolinoyl}-2-amino-1,4,7a-triaza-3-indenecarboxamide